trans-3-hydroxycyclobutyl formate C(=O)O[C@@H]1C[C@H](C1)O